The molecule is a tetrazole tautomer where the proton is located on the 1st position. It is a tetrazole and a one-carbon compound. It is a tautomer of a 2H-tetrazole and a 5H-tetrazole. C1=NNN=N1